FC1(CC(C1)(C)CN1N=C(C(=C1C(=O)N)C(F)(F)F)C12CC(C1)(C2)F)F 1-((3,3-difluoro-1-methylcyclobutyl)methyl)-3-(3-fluorobicyclo[1.1.1]pentan-1-yl)-4-(trifluoromethyl)-1H-pyrazole-5-carboxamide